C(C)(C)(C)C=1C=CC=C(C1)CCCC 5-t-butylphenyl-butane